5-(4-(tert-butoxy)-2-(4-(5-chloro-2-propionylphenyl)-5-methoxy-2-oxopyridin-1(2H)-yl)butyrylamino)-1H-indole-2-carboxylic acid C(C)(C)(C)OCCC(C(=O)NC=1C=C2C=C(NC2=CC1)C(=O)O)N1C(C=C(C(=C1)OC)C1=C(C=CC(=C1)Cl)C(CC)=O)=O